CC(CC(S)C1=C(C(=C(C(C(=O)O)=C1)C(=O)O)C(CC(C)(C)C)S)C(CC(C)(C)C)S)(C)C.OCC(CO)(COCC(CO)(CO)CO)CO dipentaerythritol tris(3-methyl-mercapto-3-methylbutyl)phthalate